C1(=CC=C(C=C1)S(=O)(=O)CCCOC=1C=C(C(C(=O)O)=CC1)O)C 4-[3-(p-tolylsulfonyl)propoxy]salicylic acid